5-(2H-benzotriazol-2-yl)-1,2,4-benzenetriol N=1N(N=C2C1C=CC=C2)C2=C(C=C(C(=C2)O)O)O